1-(4-(5-(7,8-dihydro-6H-pyrido[3,2-b]pyrrolizin-5-yl)pyridin-3-yl)phenyl)pyrrolidin-2-one N1=CC=CC=2C(=C3CCCN3C21)C=2C=C(C=NC2)C2=CC=C(C=C2)N2C(CCC2)=O